3-oxo-3,4-dihydrospiro[pyrido[4,3-b][1,4]oxazine-2,3'-pyrrolidine]-5'-carboxamide O=C1NC2=C(OC13CNC(C3)C(=O)N)C=CN=C2